CC1=CC(=C(C=C1)CC1=C(C=C(C=C1)C)N)N Bis-(4-methyl-aminophenyl)-methan